dimethyl-silanediyl-(2-methyl-1,5,6,7-tetrahydro-s-indacen-1-yl)(2-methyl-1H-inden-1-yl)zirconium chloride [Cl-].C[Si](=[Zr+](C1C(=CC2=CC=CC=C12)C)C1C(=CC2=CC=3CCCC3C=C12)C)C